C(C)OCC=1N(C2=C(C(=NC=3C=CC=CC23)N)N1)COCC[Si](C)(C)C 2-(ethoxymethyl)-1-(2-trimethylsilylethoxymethyl)imidazo[4,5-c]quinolin-4-amine